FC1=C(C=C2C=CN=CC2=C1)CNC 1-(7-fluoroisoquinolin-6-yl)-N-methyl-methylamine